tert-butyl N6-[(benzyloxy)carbonyl]-L-lysinate C(C1=CC=CC=C1)OC(=O)NCCCC[C@H](N)C(=O)OC(C)(C)C